(3-Iodo-7-methyl-1H-indazol-6-yl)-methanol IC1=NNC2=C(C(=CC=C12)CO)C